(S)-2-(trifluoromethyl)-N-(1-(3-(2-(trifluoromethyl)pyridin-4-yl)-1,2,4-oxadiazol-5-yl)ethyl)thiazole-4-carboxamide FC(C=1SC=C(N1)C(=O)N[C@@H](C)C1=NC(=NO1)C1=CC(=NC=C1)C(F)(F)F)(F)F